N-(5-chloro-4-(5-carbonyl-2,5-dihydro-1H-1,2,4-triazol-3-yl)thiazol-2-yl)-1-(1-methoxyisoquinolin-5-yl)-5-(trifluoromethyl)-1H-pyrazole-4-carboxamide ClC1=C(N=C(S1)NC(=O)C=1C=NN(C1C(F)(F)F)C1=C2C=CN=C(C2=CC=C1)OC)C=1NNC(N1)=C=O